C[Sn](C)=O dimethyl-tin (IV) oxide